1-(3-pyridyl)-1-butanone N1=CC(=CC=C1)C(CCC)=O